O1C(CCCC1)O[C@@H](C)C=1N(C=CN1)CC1=NOC(=C1)C1=CC=C(C=C1)C#CC1=CC=C(C=C1)N1CCOCC1 4-(4-((4-(3-((2-((1S)-1-((tetrahydro-2H-pyran-2-yl)oxy)ethyl)-1H-imidazol-1-yl)methyl)isoxazol-5-yl)phenyl)ethynyl)phenyl)morpholine